(2S,5R)-tert-Butyl 5-(benzyloxyamino)piperidine-2-carboxylate C(C1=CC=CC=C1)ON[C@@H]1CC[C@H](NC1)C(=O)OC(C)(C)C